((5S,8aR)-3-chloro-5-methyl-5,6,8a,9-tetrahydro-8H-7,10-dioxa-2,4,4b-triazaphenanthren-1-yl)-methanol ClC=1N=C(C=2OC[C@H]3COC[C@@H](N3C2N1)C)CO